1-((1,4-dioxan-2-yl)methyl)-3-methoxy-N-(6-((S)-5-methyl-6,7-dihydro-5H-pyrrolo[2,1-c][1,2,4]triazol-3-yl)pyridin-2-yl)-1H-pyrazole-4-carboxamide O1C(COCC1)CN1N=C(C(=C1)C(=O)NC1=NC(=CC=C1)C=1N2C(=NN1)CC[C@@H]2C)OC